tert-butyl 2-(4-((4-(4-((2,6-dioxopiperidin-3-yl)amino)-2-fluorophenyl)piperazin-1-yl)methyl)piperidin-1-yl)acetate O=C1NC(CCC1NC1=CC(=C(C=C1)N1CCN(CC1)CC1CCN(CC1)CC(=O)OC(C)(C)C)F)=O